N-(2,2-difluoroethyl)-5-(2-(((6-(4-methylpiperazin-1-yl)pyridin-3-yl)methyl)amino)-7H-pyrrolo[2,3-d]pyrimidin-5-yl)pyrazolo[1,5-a]pyridine-3-carboxamide FC(CNC(=O)C=1C=NN2C1C=C(C=C2)C2=CNC=1N=C(N=CC12)NCC=1C=NC(=CC1)N1CCN(CC1)C)F